ClC1=C(C=CC(=C1)Cl)\C=1\CCCC2=C(/C1/C1=CC=C(C=C1)C=C1CN(C1)CC=CC(=O)N(C)C)C=CC(=C2)C(=O)O (E)-8-(2,4-dichlorophenyl)-9-(4-((1-(4-(dimethylamino)-4-oxobut-2-en-1-yl)azetidin-3-ylidene)methyl)phenyl)-6,7-dihydro-5H-benzo[7]annulene-3-carboxylic acid